(pyrrolidin-3-ylmethyl)-3,4-dihydroquinoxaline-1(2H)-carboxamide N1CC(CC1)CC1N(C2=CC=CC=C2NC1)C(=O)N